BrC1=CC(=C(C=C1)[C@H]1N(CC[C@@H](C1)O)C(=O)OCC1=CC=CC=C1)OCOCC[Si](C)(C)C benzyl (2S,4S)-2-(4-bromo-2-((2-(trimethylsilyl)ethoxy) methoxy) phenyl)-4-hydroxypiperidine-1-carboxylate